1-ethyl-2,4-dioxopiperidine-3-carboxylic acid ethyl ester C(C)OC(=O)C1C(N(CCC1=O)CC)=O